(5-methoxypyridin-2-yl)methanone COC=1C=CC(=NC1)C=O